6-(6-(((1r,2r,3s,5s)-2-fluoro-8-azabicyclo[3.2.1]oct-3-yl)(methyl)amino)-1,2,4-triazin-3-yl)-7-hydroxy-2-methylphthalazin-1(2H)-one F[C@@H]1[C@H]2CC[C@@H](C[C@@H]1N(C1=CN=C(N=N1)C=1C=C3C=NN(C(C3=CC1O)=O)C)C)N2